8-(5-(2-hydroxyethyl)-1-(4-methoxybenzyl)-1H-imidazol-4-yl)-6,6-dimethyl-1,4-dioxaspiro[4.5]decan-8-ol OCCC1=C(N=CN1CC1=CC=C(C=C1)OC)C1(CC(C2(OCCO2)CC1)(C)C)O